1-[(E)-4-aminobut-2-enyl]-2-[(2-ethyl-5-methyl-pyrazole-3-carbonyl)amino]imidazo[4,5-b]pyridine-5-carboxamide NC/C=C/CN1C(=NC2=NC(=CC=C21)C(=O)N)NC(=O)C=2N(N=C(C2)C)CC